C(C)S(=O)(=O)C=1C(=NC(=CC1)N1N=CC=N1)C=1C=C2C=CC(N(C2=CN1)CC(C(F)(F)F)(F)F)=O 6-[3-ethylsulfonyl-6-(triazol-2-yl)-2-pyridinyl]-1-(2,2,3,3,3-pentafluoropropyl)-1,7-naphthyridin-2-one